6-(4-amino-5-(trifluoromethyl)pyrimidin-2-yl)-7-fluoro-2-(((1R,3S)-3-((6-oxo-5-(trifluoromethyl)-1,6-dihydropyridazin-4-yl)oxy)cyclohexyl)methyl)isoquinolin-1(2H)-one NC1=NC(=NC=C1C(F)(F)F)C=1C=C2C=CN(C(C2=CC1F)=O)C[C@H]1C[C@H](CCC1)OC=1C=NNC(C1C(F)(F)F)=O